CC1([C@H](C[C@H]1N1CCNCC1)C1=NC(=NC(=C1)N1C[C@H]([C@@H](CC1)C1=C(C=NN1CCOC)C)C)C(F)(F)F)C 4-((1S,3R)-2,2-dimethyl-3-(piperazin-1-yl)cyclobutyl)-6-((3S,4R)-4-(1-(2-methoxyethyl)-4-methyl-1H-pyrazol-5-yl)-3-methylpiperidin-1-yl)-2-(trifluoromethyl)pyrimidine